C(C)OC(C(C1=CC=NC=C1)C1=C(C2=C(NC(=N2)C(NC(=O)C=2N(N=CC2)CC)C2CCCCCCC2)C=C1)F)=O 2-(2-{cyclooctyl-[(2-ethylpyrazole-3-carbonyl)amino]methyl}-4-fluoro-1H-benzimidazol-5-yl)-2-(pyridin-4-yl)acetic acid ethyl ester